Phenyl 4-(1-acetyl-4-{4-[(1S)-1-{[7-oxo-8-(propan-2-yl)-7,8-dihydropyrido[2,3-d]pyrimidin-2-yl]amino}ethyl] phenyl} piperidin-4-yl)piperazine-1-carboxylate C(C)(=O)N1CCC(CC1)(C1=CC=C(C=C1)[C@H](C)NC=1N=CC2=C(N1)N(C(C=C2)=O)C(C)C)N2CCN(CC2)C(=O)OC2=CC=CC=C2